N-(2-Amino-4-((4-nitrobenzyl)amino)phenyl)octanamid NC1=C(C=CC(=C1)NCC1=CC=C(C=C1)[N+](=O)[O-])NC(CCCCCCC)=O